NC=1C=C(C=CC1)B(O)O 3-aminophenyl-boronic acid